1,3,5,7-tetraazatricyclo[3.3.1.1^{3,7}]decane N12CN3CN(CN(C1)C3)C2